NC(CC(=O)O)CC1=C(C=CC=C1)Cl l-3-amino-4-(2-chlorophenyl)-butyric acid